CC(C(CC)C1N(CCC1)C(=O)O)C1N(CCC1)C(=O)O.C1(CC2C(CC1)O2)CC[Si](OC)(OC)OC 2-(3,4-epoxycyclohexyl)ethyl-trimethoxysilane pentane-2,3-diylbis(pyrrolidine-1-carboxylate)